C1(CCC1)[C@H](C1CC1)NC1=C2N=CN(C2=NC(=N1)I)[C@H]1[C@@H]([C@@H]([C@@]2(C[C@H]12)CO)O)O (1R,2R,3S,4R,5S)-4-(6-(((S)-Cyclobutyl(cyclopropyl)methyl)amino)-2-iodo-9H-purin-9-yl)-1-(hydroxymethyl)bicyclo[3.1.0]hexane-2,3-diol